Stearylsulfat C(CCCCCCCCCCCCCCCCC)OS(=O)(=O)[O-]